5-((5-Chloro-2-(1H-indazol-1-yl)pyrimidin-4-yl)amino)-3-(3-hydroxy-3-methylbutyl)-1-methyl-1,3-dihydro-2H-benzo[d]imidazol-2-on ClC=1C(=NC(=NC1)N1N=CC2=CC=CC=C12)NC1=CC2=C(N(C(N2CCC(C)(C)O)=O)C)C=C1